4-hydroxy-2-methylthiopyrimidine-5-carboxylic acid OC1=NC(=NC=C1C(=S)O)C